(((((2R,3S,4R,5R)-5-(4-aminopyrrolo[2,1-f][1,2,4]triazin-7-yl)-5-cyano-3,4-dihydroxytetrahydrofuran-2-yl) methoxy) (phenoxy) phosphoryl) amino) propanoate C(CC)(=O)ONP(=O)(OC1=CC=CC=C1)OC[C@H]1O[C@@]([C@@H]([C@@H]1O)O)(C#N)C1=CC=C2C(=NC=NN21)N